COC(=O)C1=CC2=C(N(C(=N2)C=2N(C3=CC=CC=C3C2)CCCOC2=C(C=CC=C2)Br)CC=2C=NNC2)C(=C1)OC.N1C=C(C2=CC=CC=C12)C(CC)=O 1-(1H-indol-3-yl)propan-1-one Methyl-1-((1H-pyrazol-4-yl)methyl)-2-(1-(3-(2-bromophenoxy)propyl)-1H-indol-2-yl)-7-methoxy-1H-benzo[d]imidazole-5-carboxylate